3-(acryloxymethyl)-3-ethyloxetane C(C=C)(=O)OCC1(COC1)CC